ClC1=C(C=CC=C1Cl)S(=O)(=O)N1CCC2(CC(CO2)NC[C@@H](COC=2C=C(C=CC2)S(=O)(=O)NC)O)CC1 3-((2S)-3-(8-(2,3-dichlorophenylsulfonyl)-1-oxa-8-azaspiro[4.5]decan-3-ylamino)-2-hydroxypropoxy)-N-methylbenzenesulfonamide